BrC=1C=C2C(N(C(=NC2=CC1)C1CCCCC1)CC1=CC=C(C=C1)OC)=O 6-bromo-2-cyclohexyl-3-(4-methoxybenzyl)quinazolin-4(3H)-one